C1(CC1)C=1N(C(=C(N1)N1N=C2C(N=CC(=C2)C(F)(F)F)=C1)SCC)C 2-[2-cyclopropyl-5-(ethylsulfanyl)-1-methyl-1H-imidazol-4-yl]-6-(trifluoromethyl)-2H-pyrazolo[4,3-b]pyridine